C(C)(C)(C)OC(=O)N1[C@H](CN(CC1)C=1C2=C(N=C(N1)OC[C@H]1N(CCC1)C)CN(CC2)C2=CC=NC1=CC=CC=C21)CC#N (S)-2-(cyanomethyl)-4-{2-[((S)-1-methylpyrrolidin-2-yl)methoxy]-7-(quinolin-4-yl)-5,6,7,8-tetrahydropyrido[3,4-d]pyrimidin-4-yl}piperazine-1-carboxylic acid tert-butyl ester